(2R,5S)-5-(4-chlorobenzyl)-4-(4-(4,5-dimethylthiazol-2-yl)cyclohex-3-en-1-yl)-2-((methylsulfonyl)methyl)-morpholine 2,2,2-trifluoroacetate FC(C(=O)O)(F)F.ClC1=CC=C(C[C@H]2CO[C@H](CN2C2CC=C(CC2)C=2SC(=C(N2)C)C)CS(=O)(=O)C)C=C1